ClC=1C=C(C=C(C1)OCC1CC1)C=1C(N(C=C(C1)C=1C(NC(C1)=O)=O)C=1C=NC=CC1)=O 3-(3-(3-chloro-5-(cyclopropylmethoxy)phenyl)-2-oxo-2H-[1,3'-bipyridyl]-5-yl)-1H-pyrrole-2,5-dione